N-(2-(1-(2-(4-chlorophenoxy)-2-methylpropanoyl)piperidin-4-yl)ethyl)acrylamide ClC1=CC=C(OC(C(=O)N2CCC(CC2)CCNC(C=C)=O)(C)C)C=C1